{1-[4-(4-ethoxy-5-methyl-thiazol-2-yl)-2,6-difluoro-phenyl]-piperidin-4-yl}acetic acid ethyl ester C(C)OC(CC1CCN(CC1)C1=C(C=C(C=C1F)C=1SC(=C(N1)OCC)C)F)=O